N-[(2S)-1-hydroxypropan-2-yl][2,5'-bipyrimidine]-4-carboxamide OC[C@H](C)NC(=O)C1=NC(=NC=C1)C=1C=NC=NC1